N-(2-(tert-butylcarbamyl)-4-chloro-6-methylphenyl)-1-(3,5-dichloropyridin-2-yl)-3-(thietan-3-yloxy)-1H-pyrazole-5-carboxamide C(C)(C)(C)NC(=O)C1=C(C(=CC(=C1)Cl)C)NC(=O)C1=CC(=NN1C1=NC=C(C=C1Cl)Cl)OC1CSC1